O=C(OC)CCCCCOCCOCCOCCCCCCOC1=CC=C(C=C1)[C@H](C)NC(=O)C=1C=C(C=CC1)NC1(CCN(CC1)C(=O)OC(C)(C)C)C1=NN=C(N1)C1=CC=NC=C1 (S)-tert-butyl 4-(3-(1-(4-(3-oxo-2,9,12,15-tetraoxahenicosan-21-yloxy)phenyl)ethylcarbamoyl)phenylamino)-4-(5-(pyridin-4-yl)-4H-1,2,4-triazol-3-yl)piperidine-1-carboxylate